7-bromo-6-fluoro-1-isopropyl-1H-benzo[d]Imidazole-5-carboxylic acid methyl ester COC(=O)C1=CC2=C(N(C=N2)C(C)C)C(=C1F)Br